BrC1C2CC(C2CC1O)=O 2-bromo-3-hydroxybicyclo[3.2.0]heptan-6-one